C1=CC=CC=2C3=CC=CC=C3C(C12)COC(=O)N[C@@H](CCCCNC(CCOCCOCCOCCOCCN(C)C)=O)C(=O)OC(C)(C)C tert-butyl (S)-23-((((9H-fluoren-9-yl)methoxy)carbonyl)amino)-2-methyl-17-oxo-5,8,11,14-tetraoxa-2,18-diazatetracosan-24-oate